N-(cycloocta-4-en-1-ylmethyl)aniline C1(CCC=CCCC1)CNC1=CC=CC=C1